C(C)(C)C=1C(=NNC1C=1C=C(C=2N(C1)N=CN2)C)C2=CC=CC(=N2)O 6-(4-Isopropyl-5-(8-methyl-[1,2,4]triazolo[1,5-a]pyridin-6-yl)-1H-pyrazol-3-yl)pyridin-2-ol